5-[chloro(difluoro)methyl]-5-(3,5-dichlorophenyl)-4H-isoxazol-3-amine ClC(C1(CC(=NO1)N)C1=CC(=CC(=C1)Cl)Cl)(F)F